N1CC(CC1)C(=O)O pyrrolidin-3-carboxylic acid